The molecule is an organic disulfide that results from the formal oxidative dimerisation of 2-methylundecane-2-thiol. It has a role as a human metabolite. CCCCCCCCCC(C)(C)SSC(C)(C)CCCCCCCCC